1,3-dimethylimidazolium sulfate S(=O)(=O)([O-])[O-].CN1C=[N+](C=C1)C.CN1C=[N+](C=C1)C